N-(3-methoxybenzyl)-N-(3-(4-methylpiperazin-1-yl)benzyl)-2-((2-morpholinoethoxy)methyl)pyridin-4-amine COC=1C=C(CN(C2=CC(=NC=C2)COCCN2CCOCC2)CC2=CC(=CC=C2)N2CCN(CC2)C)C=CC1